CNC(=O)C=1N=C2N(C=CC=C2)C1 N-methylimidazo[1,2-a]Pyridine-2-carboxamide